4-(2-(acetoxymethoxy)-2-oxoethylidene)-2,2,6,6-tetraethylpiperidin C(C)(=O)OCOC(C=C1CC(NC(C1)(CC)CC)(CC)CC)=O